6-(2,7-dimethyl-2H-indazol-5-yl)-2-(piperazin-1-yl)quinazolin-4(3H)-one CN1N=C2C(=CC(=CC2=C1)C=1C=C2C(NC(=NC2=CC1)N1CCNCC1)=O)C